COC1=C(C=CC=C1)C1=NC=CC(=N1)N1C[C@H](CC1)CN 1-{(3R)-1-[2-(2-methoxyphenyl)pyrimidin-4-yl]pyrrolidin-3-yl}methylamine